ethyl-N-(3-(4-methylpiperazin-1-yl)propyl)-2-oxo-1,2-dihydrobenzo[cd]indole-6-sulfonamide C(C)N1C(C2=C3C(C(=CC=C13)S(=O)(=O)NCCCN1CCN(CC1)C)=CC=C2)=O